The molecule is an aminonicotinic acid in which the amino group is situated at position 5 of the pyridine ring. It has a role as a metabolite. It is an aromatic amine, an aminopyridine and an aminonicotinic acid. It derives from a nicotinic acid. C1=C(C=NC=C1N)C(=O)O